6-cyclopropyl-2-[[rac-(2S,3S)-2-methyltetrahydrofuran-3-yl]amino]pyridine-3-carbonitrile C1(CC1)C1=CC=C(C(=N1)N[C@@H]1[C@@H](OCC1)C)C#N |r|